1-[3-(Acetoxy)propyl]-5-[(2R)-2-[(methylsulfonyl)oxy]propyl]-indoline C(C)(=O)OCCCN1CCC2=CC(=CC=C12)C[C@@H](C)OS(=O)(=O)C